C(C)C1=CC=C(C=C1)C=1C(=NC=NC1C1=C(C=CC=C1)C)C1=CC=CC=C1 5-(4-ethylphenyl)-4-phenyl-6-tolylpyrimidine